ClC1=C(C=C(C=N1)CN1\C(\C=CC=C1)=N/C(C(F)(F)F)=O)F (Z)-N-[1-[(6-chloro-5-fluoro-3-pyridyl)methyl]-2-pyridylidene]-2,2,2-tri-fluoro-acetamide